C1(CC1)C(=O)NC1=C(C2=C(N(CCC2)C(=O)OC(C)(C)C)S1)C(=O)OCC O7-tert-Butyl O3-ethyl 2-(cyclopropanecarbonylamino)-5,6-dihydro-4H-thieno[2,3-b]pyridine-3,7-dicarboxylate